CCCCCC(=CC)C(=O)OCC Ethyl oct-6-ene-6-carboxylate